C(CC)(S(=O)(=O)[O-])S(=O)(=O)[O-].[K+].[K+] potassium 1,1-propanedisulfonate